FC1=C(C=CC=C1C=1C=NN(C1)C(C)C1=CC=C(C=C1)C(F)(F)F)C1=CC=2N(C=C1)N=C(N2)N 7-(2-fluoro-3-(1-(1-(4-(trifluoromethyl)phenyl)ethyl)-1H-pyrazol-4-yl)phenyl)-[1,2,4]triazolo[1,5-a]pyridin-2-amine